((4-((4-hydroxybenzylidene)amino)-5-(phenoxymethyl)-4H-1,2,4-triazol-3-yl)thio)-N-phenylacetamide OC1=CC=C(C=NN2C(=NN=C2COC2=CC=CC=C2)SCC(=O)NC2=CC=CC=C2)C=C1